N-(6-((5-bromo-2-((2-methoxy-5-methyl-4-(4-(4-methylpiperazin-1-yl)piperidine-1-yl)phenyl)amino)pyrimidin-4-yl)amino)-2,3-dihydrobenzofuran-7-yl)-N-methylmethanesulfonamide BrC=1C(=NC(=NC1)NC1=C(C=C(C(=C1)C)N1CCC(CC1)N1CCN(CC1)C)OC)NC1=C(C2=C(CCO2)C=C1)N(S(=O)(=O)C)C